5-[(3-methyl-2-pyridyl)methoxy]pyridin-2-amine CC=1C(=NC=CC1)COC=1C=CC(=NC1)N